1,2-dimethoxy-4-(2-nitrovinyl)benzene COC1=C(C=C(C=C1)C=C[N+](=O)[O-])OC